(6-Chloro-4-(cyclopentylamino)pyridin-3-yl)methanol ClC1=CC(=C(C=N1)CO)NC1CCCC1